tert-butyl (2S,3R,6R)-3-(aminomethyl-d2)-2,6-dimethylmorpholine-4-carboxylate NC([C@H]1N(C[C@H](O[C@H]1C)C)C(=O)OC(C)(C)C)([2H])[2H]